C1(CC1)C1=C(C=C(C(=O)O)C=C1)S(NC1=C(C=CC(=C1)C(F)(F)F)N1C[C@@H](CCC1)O)(=O)=O (R)-4-cyclopropyl-3-(N-(2-(3-hydroxypiperidin-1-yl)-5-(trifluoromethyl)phenyl)sulfamoyl)benzoic acid